CC1(COCC2=C1OC(C1=C2C=C(S1)C=1C=NN(C1)COCC[Si](C)(C)C)=O)NC(OC(C)(C)C)=O Tert-butyl (4-methyl-6-oxo-8-(1-((2-(trimethylsilyl)ethoxy)methyl)-1H-pyrazol-4-yl)-4,6-dihydro-1H,3H-pyrano[4,3-b]thieno[3,2-d]pyran-4-yl)carbamate